(1R,4R)-5-(6-(2-(3-methylbenzylidene)hydrazinyl)-9-(pyridin-3-yl)-9H-purin-2-yl)-oxa-5-azabicyclo[2.2.1]heptane CC=1C=C(C=NNC2=C3N=CN(C3=NC(=N2)N2[C@H]3CO[C@@H](C2)C3)C=3C=NC=CC3)C=CC1